OCCS(=O)(=O)NC=1C(=C(C(=O)NC2=CC=CC3=C2N=C2N3CCCC2)C=CC1)N1CCC2(CC2)CC1 (2-hydroxyethanesulfonylamino)-2-(6-azaspiro[2.5]octan-6-yl)-N-(benzo[4,5]imidazo[1,2-a]piperidin-6-yl)benzamide